BrC(=CC(=O)C1=CC=C(C=C1)OC)Br 3,3-Dibromo-1-(4-methoxyphenyl)prop-2-en-1-one